FC(C1=NN=C(O1)C1=CC=2N(C=C1)C=C(N2)CN(C(=O)C2CCN(CC2)CC)C2=CC=CC=C2)F N-((7-(5-(difluoromethyl)-1,3,4-oxadiazol-2-yl)imidazo[1,2-a]pyridin-2-yl)methyl)-1-ethyl-N-phenylpiperidine-4-carboxamide